N-(4-((3R,4R)-3-amino-4-fluoropiperidin-1-yl)-5-((tetrahydro-2H-pyran-4-yl)ethanyl)pyridin-2-yl)-1-isopropyl-1H-pyrazolo[3,4-b]pyridin-6-amine N[C@@H]1CN(CC[C@H]1F)C1=CC(=NC=C1CCC1CCOCC1)NC1=CC=C2C(=N1)N(N=C2)C(C)C